(trans)-4-(Hydroxymethyl)-N-(4-(1-isopropyl-1H-pyrazol-4-yl)pyridin-2-yl)-N-(((trans)-4-(4-methoxy-3-methylphenyl)cyclohexyl)methyl)cyclohexanecarboxamide OC[C@@H]1CC[C@H](CC1)C(=O)N(C[C@@H]1CC[C@H](CC1)C1=CC(=C(C=C1)OC)C)C1=NC=CC(=C1)C=1C=NN(C1)C(C)C